(6-(cyclopentyl(methyl)amino)-1-oxo-2,3-dihydro-1H-pyrrolo[3,4-c]pyridin-4-yl)methyl methanesulfonate CS(=O)(=O)OCC1=NC(=CC2=C1CNC2=O)N(C)C2CCCC2